C(C)(C)(C)OC(=O)NC(C(=O)OC)CC1C(NC2(CCC2)C1)=O methyl 2-{{tert-butoxycarbonyl}amino}-3-(6-oxo-5-azaspiro[3.4]octan-7-yl)propanoate